(2R,6S)-4-(3-((5-chloro-4-(6-methyl-1H-indol-3-yl)pyrimidin-2-yl)amino)-5-cyclopropylbenzyl)-2,6-dimethylpiperazin-1-ol ClC=1C(=NC(=NC1)NC=1C=C(CN2C[C@H](N([C@H](C2)C)O)C)C=C(C1)C1CC1)C1=CNC2=CC(=CC=C12)C